4-((1S,2S)-2-(6-(2,4-dimethoxypyrimidin-5-yl)imidazo[1,2-b]pyridazin-8-yl)cyclopropyl)-2-fluoro-6-methylbenzonitrile COC1=NC=C(C(=N1)OC)C=1C=C(C=2N(N1)C=CN2)[C@@H]2[C@H](C2)C2=CC(=C(C#N)C(=C2)C)F